CC12OCOC1(C(C=C2)=O)C dimethyl-3aH,6aH-cyclopenta[d][1,3]dioxol-4-one